1-(2-(benzyloxy)ethyl)-6-methyl-1,7-dihydro-8H-pyrazolo[3,4-g]quinazolin-8-one C(C1=CC=CC=C1)OCCN1N=CC=2C1=CC=1C(NC(=NC1C2)C)=O